N-(8-fluoro-2-methyl-3-quinolyl)-2-methoxy-2-methyl-3-phenyl-propanamide FC=1C=CC=C2C=C(C(=NC12)C)NC(C(CC1=CC=CC=C1)(C)OC)=O